5-(1-(3-chloroquinoxalin-2-yloxy)-2,2,2-trifluoroethyl)picolinonitrile ClC=1C(=NC2=CC=CC=C2N1)OC(C(F)(F)F)C=1C=CC(=NC1)C#N